N-(2,6-dioxo-3-piperidyl)-5-[3-[isopropyl-(4-piperidylmethyl)amino]cyclobutoxy]pyridine-2-carboxamide catecholdiisobutyrate C=1(O)C(O)=C(C(=CC1)CC(C(=O)O)C)CC(C(=O)O)C.O=C1NC(CCC1NC(=O)C1=NC=C(C=C1)OC1CC(C1)N(CC1CCNCC1)C(C)C)=O